2-hydroxy-phenylthiazole OC1=C(C=CC=C1)C=1SC=CN1